FC(C(=O)[O-])(F)F.C(#N)C1=CC=[NH+]C=C1 4-cyanopyridinium trifluoroacetate salt